C(C)(C)(C)C1=CC=C(C=C1)C=1C=2N(C3=CC=C(C=C3N1)C(=O)OC)C=CN2 methyl 4-(4-(tert-butyl)phenyl)imidazo[1,2-a]quinoxaline-7-carboxylate